2-(dimethyl-(oxo)-lambda6-sulfanyl)-1-(o-tolyl)ethan-1-one CS(CC(=O)C1=C(C=CC=C1)C)(=O)C